bromo-3-chloro-2-fluorobenzene-1-carbaldehyde BrC1=C(C(=C(C=C1)C=O)F)Cl